7-(3-{[(2R)-2,3-dihydroxypropoxy]imino}azetidin-1-yl)-5-methyl-4-oxo-1-(1,2,4-thiadiazol-5-yl)-1,4-dihydro-1,8-naphthyridine-3-carboxylic acid O[C@@H](CON=C1CN(C1)C1=CC(=C2C(C(=CN(C2=N1)C1=NC=NS1)C(=O)O)=O)C)CO